5,2'-O-dimethylcytidine CC=1C(=NC(N([C@H]2[C@H](OC)[C@H](O)[C@@H](CO)O2)C1)=O)N